tert-butyl 4-{6-[(2-acetamidopyridin-4-yl)amino]-5-nitropyridin-2-yl}piperazine-1-carboxylate C(C)(=O)NC1=NC=CC(=C1)NC1=C(C=CC(=N1)N1CCN(CC1)C(=O)OC(C)(C)C)[N+](=O)[O-]